CC=1C=C(C=C(C(=O)OC(C)C)C#N)C=CC1 isopropyl 3-methyl-α-cyanocinnamate